tert-Butyl (6-(dibenzylamino)-5-nitropyridin-3-yl)(ethyl)carbamate C(C1=CC=CC=C1)N(C1=C(C=C(C=N1)N(C(OC(C)(C)C)=O)CC)[N+](=O)[O-])CC1=CC=CC=C1